O1C(CC1)C1(CCN(CC1)CC1=CC=C(C=C1)NC(C)=O)CCC1=CC=CC=C1 N-(4-((4-(oxetan-2-yl)-4-phenethylpiperidin-1-yl)methyl)phenyl)acetamide